(S)-(1-((4-bromo-2-methylphenyl)sulfonyl)-4,4-difluoropyrrolidin-2-yl)methanol BrC1=CC(=C(C=C1)S(=O)(=O)N1[C@@H](CC(C1)(F)F)CO)C